C(#N)C1(CC1)NS(=O)(=O)C=1C=C(C=2N(C1)C(=NC2)C=2SC(=NN2)C(F)(F)F)N2CCN(CC2)C(=O)C2(CC2)N(C)C N-(1-cyanocyclopropyl)-8-(4-(1-(dimethylamino)cyclopropane-1-carbonyl)piperazin-1-yl)-3-(5-(trifluoromethyl)-1,3,4-thiadiazol-2-yl)imidazo[1,5-a]pyridine-6-sulfonamide